2-ethyl-N-(4-fluoro-2-methanesulfonylphenyl)pyrimidine-5-carboxamide C(C)C1=NC=C(C=N1)C(=O)NC1=C(C=C(C=C1)F)S(=O)(=O)C